(4,7-Dichloro-6-(4-(2-(4-(1-hydroxyethyl)piperidin-1-yl)ethyl)phenyl)-2H-indazol-2-yl)-2-((R)-6-fluoro-6,7-dihydro-5H-pyrrolo[1,2-c]imidazol-1-yl)-N-(thiazol-2-yl)acetamide ClC=1C2=CN(N=C2C(=C(C1)C1=CC=C(C=C1)CCN1CCC(CC1)C(C)O)Cl)C(C(=O)NC=1SC=CN1)C1=C2N(C=N1)C[C@@H](C2)F